C(CCC(=O)OCC(CCCC)CC)(=O)OCC(CCCC)CC.[Na] sodium 1,4-bis(2-ethylhexyl) succinate